(6-aminopyridin-2-yl)propionic acid methyl ester COC(C(C)C1=NC(=CC=C1)N)=O